(6-chloro-1H-indazol-4-yl)((3aR,6aS)-2-(methylsulfonyl)octa-hydrocyclopenta[c]pyrrol-5-yl)methanol ClC1=CC(=C2C=NNC2=C1)C(O)C1C[C@@H]2[C@@H](CN(C2)S(=O)(=O)C)C1